dodecyl-cholesterol C(CCCCCCCCCCC)CC(C)CCC[C@@H](C)[C@H]1CC[C@H]2[C@@H]3CC=C4C[C@@H](O)CC[C@]4(C)[C@H]3CC[C@]12C